N1=C(C(=C(C=C1)C=O)C=O)C1=NC=CC=C1 2,2'-bipyridine-dialdehyde